C1=CC=C(C(=C1)C(=O)NC2=CC(=C(C=C2)Cl)Cl)I N-(3,4-dichlorophenyl)-2-iodobenzamide